COC=1C=2N(C=C(N1)C#N)C=C(N2)C2CCOCC2 8-methoxy-2-(tetrahydro-2H-pyran-4-yl)imidazo[1,2-a]pyrazine-6-carbonitrile